Methyl 3-benzyloxy-1-[tert-butoxycarbonyl(1-methylallyl)amino]-5-[(2,4-difluorophenyl)methylcarbamoyl]-4-oxo-pyridine-2-carboxylate C(C1=CC=CC=C1)OC1=C(N(C=C(C1=O)C(NCC1=C(C=C(C=C1)F)F)=O)N(C(C=C)C)C(=O)OC(C)(C)C)C(=O)OC